The molecule is a fifteen-membered polypeptide consisting of Asp, Ser, Gly, Glu, Gly, Asp, Phe, Leu, Ala, Glu, Gly, Gly, Gly, Val and Arg residues joined in sequence. It is a conjugate acid of a DSGEGDFLAEGGGVR(3-). C[C@@H](C(=O)N[C@@H](CCC(=O)O)C(=O)NCC(=O)NCC(=O)NCC(=O)N[C@@H](C(C)C)C(=O)N[C@@H](CCCN=C(N)N)C(=O)O)NC(=O)[C@H](CC(C)C)NC(=O)[C@H](CC1=CC=CC=C1)NC(=O)[C@H](CC(=O)O)NC(=O)CNC(=O)[C@H](CCC(=O)O)NC(=O)CNC(=O)[C@H](CO)NC(=O)[C@H](CC(=O)O)N